C(C)OC(=O)C=1C(=NC2=CC=CN=C2C1N[C@@](CO)(CC)C)Cl (R)-2-chloro-4-((1-hydroxy-2-methylbutan-2-yl)amino)-1,5-naphthyridine-3-carboxylic acid ethyl ester